4-amino-6-((16-((6-carboxypyridin-2-yl)methyl)-1,4,10,13-tetraoxa-7,16-diaza-octadeca-7-yl)methyl)picolinic acid NC1=CC(=NC(=C1)CN(CCOCCO)CCOCCOCCN(CC)CC1=NC(=CC=C1)C(=O)O)C(=O)O